bis(boc)-4-(trifluoromethyl)-1-vinylisoquinolin-3-amine C(=O)(OC(C)(C)C)C=1C(=C2C(=C(N=C(C2=CC1)C=C)N)C(F)(F)F)C(=O)OC(C)(C)C